2-fluorocinnamoylguanidine FC1=C(C=CC(=O)NC(=N)N)C=CC=C1